ClC=1N=CC2=C(N1)N(C(=C2F)C)C2=CC=C1C(=N2)[C@@](CC1)(O)C (R)-2-(2-chloro-5-fluoro-6-methyl-7H-pyrrolo[2,3-d]pyrimidin-7-yl)-7-methyl-6,7-Dihydro-5H-cyclopenta[b]pyridin-7-ol